cyclohexylmethyl (2E,6R)-6-{[(2R,3R,5R,6S)-3,5-dihydroxy-6-methyloxan-2-yl]oxy}hept-2-enoate O[C@H]1[C@@H](O[C@H]([C@@H](C1)O)C)O[C@@H](CC/C=C/C(=O)OCC1CCCCC1)C